C(C([2H])([2H])[2H])(C([2H])([2H])[2H])(C1=CC=C(C=C1)S(=O)(=O)NC(C(OC1=C(C=C(C=C1)C(=O)OC)C(C(C([2H])([2H])[2H])([2H])[2H])([2H])[2H])C1=CC2=C(C=C1)OCO2)=O)[2H] N-(4-iso-propyl-d7-benzenesulfonyl)-α-(4-carbomethoxy-2-n-propyl-d7-phenoxy)-3,4-methylenedioxyphenylacetamide